2,4-dihydro-5H-pyrazolo[3,4-c]isoquinolin-5-one C=1NN=C2NC(C=3C=CC=CC3C21)=O